C(C)C1N(C2=CC=C(C=C2CC1)C(F)(F)F)S(=O)(=O)C=1C=CC(=C(CO)C1)OCC1CCOCC1 5-((2-ethyl-6-trifluoromethyl-3,4-dihydroquinolin-1(2H)-yl)sulfonyl)-2-((tetrahydro-2H-pyran-4-yl)methoxy)benzyl Alcohol